OCC1=CC=CC=2C1=NOC2C(=O)NC=2SC(=NN2)SC 7-(hydroxymethyl)-N-(5-(methylsulfanyl)-1,3,4-thiadiazol-2-yl)benzo[c]isoxazole-3-carboxamide